CC1=NC(=CC(=C1OC1CN(CCC1)C(=O)OC(C)(C)C)B1OC(C(O1)(C)C)(C)C)C(F)(F)F tert-butyl 3-((2-methyl-4-(4,4,5,5-tetramethyl-1,3,2-dioxaborolan-2-yl)-6-(trifluoromethyl)pyridin-3-yl)oxy)piperidine-1-carboxylate